Bis(4-hydroxyphenyl)phenethylacetat OC1=CC=C(C=C1)C(C(=O)[O-])(CCC1=CC=CC=C1)C1=CC=C(C=C1)O